C1=C(C=CC2=CC=CC=C12)CC1=CC=C(C=C1)NS(=O)(=O)C=C N-(4-(naphthalen-2-ylmethyl)phenyl)ethenesulfonamide